C(C)N1C=NC2=C1C=C(C(=C2F)C#CC2=NN(C(=C2C(=O)N)NCCOC)[C@@H]2CN([C@H](C2)COC)C(C=C)=O)F 3-[2-(1-ethyl-4,6-difluoro-1,3-benzodiazol-5-yl)ethynyl]-5-[(2-methoxyethyl)amino]-1-[(3s,5r)-5-(methoxymethyl)-1-(prop-2-enoyl)pyrrolidin-3-yl]pyrazole-4-carboxamide